2-(1-cyclopropyl-2-hydroxy-2-methylpropyl)-7-(2-fluoro-4-(5-methyl-1,3,4-oxadiazol-2-yl)phenyl)isoindolin-1-one C1(CC1)C(C(C)(C)O)N1C(C2=C(C=CC=C2C1)C1=C(C=C(C=C1)C=1OC(=NN1)C)F)=O